N-[1,3]Dioxolo[4',5':4,5]benzo[1,2-d]thiazol-6-yl-2-(4-ethanesulfonyl-phenyl)-2-(4-methoxy-phenoxy)-acetamide O1COC2=CC3=C(N=C(S3)NC(C(OC3=CC=C(C=C3)OC)C3=CC=C(C=C3)S(=O)(=O)CC)=O)C=C21